C(C)(C)(C)C1=CC=C(C=C1)C=1C=NC=2C(N(CCC2C1)C=1C=CC(=C(C1)NS(=O)(=O)C)O)=O N-(5-(3-(4-(tert-butyl)phenyl)-8-oxo-5,8-dihydro-1,7-naphthyridin-7(6H)-yl)-2-hydroxyphenyl)methanesulfonamide